BrC=1C=2C3=C(C=NNC3=CC1)C=CC2 7-bromo-1H-benzo[de]cinnoline